NC/C(/CN1N=CN(C1=O)C1=NC(=CC=C1)C1=CC=C(C=C1)C1=NOC=C1)=C\F 2-[(2E)-2-(aminomethyl)-3-fluoroprop-2-en-1-yl]-4-{6-[4-(1,2-oxazol-3-yl)phenyl]pyridin-2-yl}-2,4-dihydro-3H-1,2,4-triazol-3-one